C(C)C1=C(C=NC2=C(C(=CC=C12)F)C1=C(C(=CC(=C1)F)F)F)N 4-Ethyl-7-fluoro-8-(2,3,5-trifluorophenyl)quinolin-3-amine